C1C2=CC3CCCN3[C@H]21 (1aS,6aS)-Hexahydrocyclopropa[b]Pyrrolizin